6-((2S,5R)-4-((R)-1-(4-(difluoromethyl)-3-fluorophenyl)-2-methylpropyl)-2,5-dimethylpiperazin-1-yl)-3,8-dimethyl-9-(((S)-tetrahydrofuran-2-yl)methyl)-3,9-dihydro-2H-purin-2-one FC(C1=C(C=C(C=C1)[C@@H](C(C)C)N1C[C@@H](N(C[C@H]1C)C=1C=2N=C(N(C2N(C(N1)=O)C)C[C@H]1OCCC1)C)C)F)F